tert-Butyl (1-(3-cyano-5-(5-((R)-1-(3,5-dichloropyridin-4-yl)ethoxy)-6-methoxy-1-(tetrahydro-2H-pyran-2-yl)-1H-indazol-3-yl)pyridin-2-yl)-3-methylazetidin-3-yl)(methyl)carbamate C(#N)C=1C(=NC=C(C1)C1=NN(C2=CC(=C(C=C12)O[C@H](C)C1=C(C=NC=C1Cl)Cl)OC)C1OCCCC1)N1CC(C1)(C)N(C(OC(C)(C)C)=O)C